FC=1C=C(C=CC1)C(C(=O)N1[C@@H]([C@@H]2[C@H](C1)CCC2)C(=O)N[C@@H](C[C@H]2C(NCC2)=O)C(CF)=O)(F)F (1S,3aR,6aS)-2-(2-(3-fluorophenyl)-2,2-difluoroacetyl)-N-((S)-4-fluoro-3-oxo-1-((S)-2-oxopyrrolidin-3-yl)butan-2-yl)octahydrocyclopenta[c]pyrrole-1-carboxamide